C12C(CC(C=C1)C2)CC[Si](O[Si](C)(C)CCC2C1C=CC(C2)C1)(C)C 1,3-bis(2-(bicyclo[2.2.1]hept-5-en-2-yl)ethyl)-1,1,3,3-tetramethyldisiloxane